triethanolamine, lithium salt [Li].N(CCO)(CCO)CCO